6-(3-iodobenzyl)-5'-(N-methylcarbamoyl)-adenosine IC=1C=C(CC2(C3=NCN([C@H]4[C@H](O)[C@H](O)[C@@H](C(O)C(NC)=O)O4)C3=NC=N2)N)C=CC1